6-bromo-N-(2-hydrazinoethyl)pyridine-2-amine BrC1=CC=CC(=N1)NCCNN